Syn-Hydroxyurea ONC(=O)N